COC1=NC=C(C(=N1)OC)C=1N=NN(N1)C 2,4-dimethoxy-5-(2-methyl-2H-tetrazol-5-yl)pyrimidine